FC1=CC(=C(C(=O)NC23CCC(CC2)(CC3)F)C=C1)S(=O)(=O)C 4-fluoro-N-(4-fluoro-bicyclo[2.2.2]oct-1-yl)-2-(methylsulfonyl)benzamide